C(C=C)(=O)OC(CC)CCC 3-Hexyl Acrylate